FC=1C=NC2=CC(=NC(=C2C1)OC)C=1CN(CC1)C(=O)[O-] 3-(3-fluoro-5-methoxy-1,6-naphthyridin-7-yl)-2,5-dihydro-1H-pyrrole-1-carboxylate